OC1C[C@H](CN(CC1)C(=O)OC(C)(C)C)C tert-butyl (3R)-5-hydroxy-3-methylazepane-1-carboxylate